O=C1NC=CC=C1C(=O)[O-] 2-oxo-pyridine-3-carboxylate